(E)-5,5-dimethyl-2-[p-(phenoxymethyl)benzoylamino]-3-hexenoic acid CC(/C=C/C(C(=O)O)NC(C1=CC=C(C=C1)COC1=CC=CC=C1)=O)(C)C